O.O.O.O=C([C@H](O)[C@@H](O)[C@H](O)[C@H](O)CO)[O-].[Zn+2].O=C([C@H](O)[C@@H](O)[C@H](O)[C@H](O)CO)[O-] zinc gluconate trihydrate